C(C)(C)(C)OC(=O)N1C[C@H](CCC1)N1C=CC2=C(C=CC=C12)Br.C(C)SC(=CC(=O)C1=CC=C(C=C1)OC)SCC 3,3-bis(ethylsulfanyl)-1-(4-methoxyphenyl)prop-2-en-1-one tert-Butyl-(S)-3-(4-bromo-1H-indol-1-yl)piperidine-1-carboxylate